8-(azetidin-1-yl)-2-(tetrahydro-2H-pyran-4-yl)quinoline-6-carbaldehyde N1(CCC1)C=1C=C(C=C2C=CC(=NC12)C1CCOCC1)C=O